C(#N)C1=CC(=C(NC2=CC(=C(C(=O)NCC)C(=C2)OC)OC(F)F)C=C1)[N+](=O)[O-] 4-(4-cyano-2-nitro-anilino)-2-(difluoromethoxy)-N-ethyl-6-methoxy-benzamide